tert-butyl (5-(4-bromophenoxy)thiazol-2-yl)carbamate BrC1=CC=C(OC2=CN=C(S2)NC(OC(C)(C)C)=O)C=C1